3-chloro-N-(1-(5-(3-cyano-6-((3-fluoro-1-methylazetidin-3-yl)methoxy)pyrazolo[1,5-a]pyridin-4-yl)pyridin-2-yl)-4-methylpiperidin-4-yl)picolinamide ClC=1C(=NC=CC1)C(=O)NC1(CCN(CC1)C1=NC=C(C=C1)C=1C=2N(C=C(C1)OCC1(CN(C1)C)F)N=CC2C#N)C